FC1=CC=C(C=C1)C1=CC=C(C=C1)C(CC)(CC)NC(OC1CN2CCC1CC2)=O 1-azabicyclo[2.2.2]oct-3-yl [3-(4'-fluorobiphenyl-4-yl)pentan-3-yl]carbamate